CSC=1C=C(C=CC1)N=C=S 3-(methylthio)phenylisothiocyanate